N1=C(C=CC=C1)C1=NC(=NC=C1)N pyridin-2-yl-pyrimidin-2-amine